Cl.FC1CC(C1)N (1s,3s)-3-fluorocyclobutan-1-amine hydrochloride